C12CNCCC2N(C1)C1=C(N(C=2N(C1=O)N=C(N2)C=2CCOCC2)CC(=O)NC2=C(C=C(C=C2)C(F)(F)F)Cl)CC 2-(6-(3,7-diazabicyclo[4.2.0]octan-7-yl)-2-(3,6-dihydro-2H-pyran-4-yl)-5-ethyl-7-oxo-[1,2,4]triazolo[1,5-a]pyrimidin-4(7H)-yl)-N-(2-chloro-4-(trifluoromethyl)phenyl)acetamide